4-ACETYL-PYRROLIDINE-3-CARBOXYLIC ACID C(C)(=O)C1C(CNC1)C(=O)O